NCCOCC(=O)N[C@H](C(=O)N[C@H](C(=O)OC(C)C)CCC(C=[N+]=[N-])=O)CC(C)C Isopropyl (S)-2-((S)-2-(2-(2-aminoethoxy)acetamido)-4-methylpentanamido)-6-diazo-5-oxohexanoate